N-(2,2-diethoxyethyl)-4-(5-nitropyridine-2-yl)butyramide acryloyloxyethyl-trimellitate hydride [H-].C(C=C)(=O)OCCOC(C=1C(C(=O)[O-])=CC(C(=O)[O-])=CC1)=O.C(C)OC(CNC(CCCC1=NC=C(C=C1)[N+](=O)[O-])=O)OCC